tert-butyl 4-[(2,4-dichloropyrimidin-5-yl)methyl]piperazine-1-carboxylate ClC1=NC=C(C(=N1)Cl)CN1CCN(CC1)C(=O)OC(C)(C)C